BrC=1C(=C2C(=NC1)NC=C2C2CC2)Cl 5-bromo-4-chloro-3-cyclopropyl-1H-pyrrolo[2,3-b]pyridine